γ-glycidoxypropyl-glycidoxypropyltriethoxysilane C(C1CO1)OCCCC(C)O[Si](OCC)(OCC)CCCOCC1CO1